C1(CC1)C1=C(C(=NO1)C1=C(C=NC=C1Cl)Cl)COC12CCC(CC1)(CC2)COC=2C=C1C(=CC=NC1=CC2)S(=O)(=O)C 6-((4-((5-Cyclopropyl-3-(3,5-dichloropyridin-4-yl)isoxazol-4-yl)methoxy)bicyclo[2.2.2]octan-1-yl)methoxy)-4-(methylsulfonyl)chinolin